ClCCCOC1=CC=C(C=C1)N1C=C(C(C2=CC=CN=C12)=O)O (4-(3-chloropropoxy)phenyl)-3-hydroxy-1,8-naphthyridin-4(1H)-one